(3S,7aR,11aR)-3-isopropyl-9-(6-quinolylmethyl)-2,3,6,7,7a,8,10,11-octahydrooxazolo[2,3-j][1,6]naphthyridin-5-one C(C)(C)[C@H]1CO[C@@]23CCN(C[C@H]3CCC(N21)=O)CC=2C=C1C=CC=NC1=CC2